BrC1=CC=C2C(NN=C(C2=C1OC)CC=1C=CC(=C(C(=O)N2CCN(CC2)C2=NC=C(C#N)C=C2)C1)F)=O 6-(4-(5-((7-Bromo-8-methoxy-4-oxo-3,4-dihydrophthalazin-1-yl)methyl)-2-fluorobenzoyl)piperazin-1-yl)nicotinonitrile